OLEIC ACID C(CCCCCCC\C=C/CCCCCCCC)(=O)O